barium titanium-barium strontium titanium [Ti].[Sr].[Ba].[Ti].[Ba]